COC1=C(C=CC(=C1)N1CCN(CC1)C)NC1=NC2=C(C=CC=C2C=N1)C1=NC=CC(=C1)NC(C=C)=O N-(2-(2-((2-methoxy-4-(4-methylpiperazin-1-yl)phenyl)amino)quinazolin-8-yl)pyridin-4-yl)acrylamide